CN(CCCC(=O)OC(CCCCCCCCCC\C=C/CCCCCCCC(=O)OC)CCCCCCCC)C methyl (9Z)-21-{[4-(dimethylamino)butanoyl]oxy}nonacos-9-enoate